COC(=O)C1=CC(=NN1CC1CC1)O[Si](C)(C)C(C)(C)C ((tert-butyldimethylsilyl)oxy)-1-(cyclopropylmethyl)-1H-pyrazole-5-carboxylic acid methyl ester